2,4,6-quinazoline-triamine N1=C(N=C(C2=CC(=CC=C12)N)N)N